COC1=C(C=CC(=C1)\C=C\C)O (E)-2-methoxy-4-(prop-1-en-1-yl)phenol